1-(3,5-di-tert-butyl-4-hydroxyphenyl)ethanone ethyl-caprinate C(C)OC(CCCCCCCCC)=O.C(C)(C)(C)C=1C=C(C=C(C1O)C(C)(C)C)C(C)=O